O[C@@H](CC(=O)O)CNCC=1C=NC(=CC1OC)C=1C(=C(C=CC1)C1=C(C(=CC=C1)C1=CC=C(C=C1)CN1C[C@@H](CC1)O)C)C (S)-3-hydroxy-4-(((6-(4''-(((R)-3-hydroxypyrrolidin-1-yl)methyl)-2,2'-dimethyl-[1,1':3',1''-terphenyl]-3-yl)-4-methoxypyridin-3-yl)methyl)amino)butanoic acid